5-(methylsulfonyl)-N-(4-(trifluoromethyl)benzyl)thiophene-2-carboxamide CS(=O)(=O)C1=CC=C(S1)C(=O)NCC1=CC=C(C=C1)C(F)(F)F